COC1=CC=C(CN(C2=CC(=C(C(=N2)C2=C(C=C3C(=NC(=NC3=C2F)OC[C@]23CCCN3C[C@H](C2)F)O)Cl)C(F)(F)F)C)CC2=CC=C(C=C2)OC)C=C1 7-(6-(bis(4-methoxybenzyl)amino)-4-methyl-3-(trifluoromethyl)pyridin-2-yl)-6-chloro-8-fluoro-2-(((2S,7aS)-2-fluorotetrahydro-1H-pyrrolizin-7a(5H)yl)methoxy)quinazolin-4-ol